2-{2-[2-(2-azidoethoxy)ethoxy]ethoxy}-6-methyloxane-3,4,5-triol N(=[N+]=[N-])CCOCCOCCOC1OC(C(C(C1O)O)O)C